[N+](=[N-])=CC(CC[C@@H](C(=O)OC(C)C)NC([C@H](C1=CSC=C1)OC)=O)=O isopropyl (S)-6-diazo-2-((S)-2-methoxy-2-(thiophen-3-yl)acetamido)-5-oxohexanoate